OCCNC1=CC=C2C=C(C(N(C2=C1)C)=O)C(=O)NC1=CC=CC=C1 7-(2-Hydroxyethylamino)-1-methyl-2-oxo-N-phenyl-quinoline-3-carboxamide